[Cl-].COCC(=N)[NH3+] (2-methoxyethanimidoyl)ammonium chloride